chloro-3-nitrotoluene ClCC1=CC(=CC=C1)[N+](=O)[O-]